ClC1=CC(=C(S1)[C@@H]1[C@H](C1)C(=O)NC1=NC=NC(=C1)NCC=1N=C2N(C=C(C=C2)C2CC2)C1)C#N |r| rac-(1S*,2S*)-2-(5-chloro-3-cyanothiophen-2-yl)-N-(6-(((6-cyclopropylimidazo[1,2-a]pyridin-2-yl)methyl)amino)pyrimidin-4-yl)cyclopropane-1-carboxamide